[Cl-].C(C)[N+](CC1=CC=CC=C1)(CC)CC Triethylbenzylammonium chlorid